FC1=CC=C(CN2C3=C(C(=C(CC2=O)C(=O)OC)O)C=CC=C3)C=C1 Methyl 1-(4-fluorobenzyl)-5-hydroxy-2-oxo-2,3-dihydro-1H-benzo[b]azepine-4-carboxylate